FC=1C(=C(C=CC1F)C1CCN(CC1)C(=O)C1=NNC=2CN(CCC21)CCC(F)(F)F)C(F)(F)F (4-(3,4-Difluoro-2-(trifluoromethyl)phenyl)piperidin-1-yl)(6-(3,3,3-trifluoropropyl)-4,5,6,7-tetrahydro-1H-pyrazolo[3,4-c]pyridin-3-yl)methanone